tert-butyl (4S)-4-(2-((tert-butyldimethylsilyl) oxy) ethyl)-1,2,3-oxathiazolidine-3-carboxylate 2-oxide [Si](C)(C)(C(C)(C)C)OCC[C@@H]1N(S(OC1)=O)C(=O)OC(C)(C)C